O1CCN(CC1)C1=CC(=C2N=CC=NC2=C1)O[C@H]1CC[C@H](CC1)N1C(C2=CC=CC=C2C1=O)=O 2-((cis)-4-((7-morpholinoquinoxalin-5-yl)oxy)cyclohexyl)isoindoline-1,3-dione